FC(C(=O)O)(F)F.O=C1N(CC1)C1=CC=C(C=C1)NC(C1=CC(=CC=C1)C#CC1=NC=CC=C1)=O N-(4-(2-OXOAZETIDIN-1-YL)PHENYL)-3-(PYRIDIN-2-YLETHYNYL)BENZAMIDE, TRIFLUOROACETATE SALT